tert-butyl (R)-(cyclobutylmethyl)(1-(6-(2-hydrazineyl-2-oxoethyl)pyridazin-3-yl)piperidin-3-yl)carbamate C1(CCC1)CN(C(OC(C)(C)C)=O)[C@H]1CN(CCC1)C=1N=NC(=CC1)CC(=O)NN